rac-Methyl 5-bromo-2-(4-(3-(6-formamidopyridin-2-yl)-4H-1,2,4-triazol-4-yl)-2-methylbutoxy)benzoate BrC=1C=CC(=C(C(=O)OC)C1)OC[C@@H](CCN1C(=NN=C1)C1=NC(=CC=C1)NC=O)C |r|